5-Amino-5'-ethyl-3,3'-methylenebis(1,2,4-triazole) NC1=NC(=NN1)CC1=NNC(=N1)CC